C1=CC=CC=2C3=CC=CC=C3C(C12)COC(=O)N[C@@H](CC1CCN(CC1)C(=O)OC(C)(C)C)C(=O)NC tert-butyl (S)-4-(2-((((9H-fluoren-9-yl)methoxy)carbonyl)amino)-3-(methylamino)-3-oxopropyl)piperidine-1-carboxylate